9-(3-fluorobicyclo[1.1.1]pentan-1-yl)-7-methyl-2-((6-methylbenzo[d][1,3]dioxol-5-yl)amino)-7,9-dihydro-8H-purin-8-one FC12CC(C1)(C2)N2C1=NC(=NC=C1N(C2=O)C)NC2=CC1=C(OCO1)C=C2C